4-[3-(4,4-difluoro-3,3-dimethyl-but-1-ynyl)-N-(2,2-difluoroethyl)-2-fluoro-anilino]-5-fluoro-1H-quinazolin-2-one FC(C(C#CC=1C(=C(N(CC(F)F)C2=NC(NC3=CC=CC(=C23)F)=O)C=CC1)F)(C)C)F